5-(3-(3,3-dimethylbutoxy)phenyl)-4-(2,6-dimethylphenyl)thiazol CC(CCOC=1C=C(C=CC1)C1=C(N=CS1)C1=C(C=CC=C1C)C)(C)C